((3S,5R)-5-(6-amino-2-fluoro-9H-purin-9-yl)-3-hydroxytetrahydrofuran-2,2-diyl)dimethanol NC1=C2N=CN(C2=NC(=N1)F)[C@H]1C[C@@H](C(O1)(CO)CO)O